6-(2-methoxy-ethoxy)-2-thieno[3,2-c]pyridin-6-yl-3H-quinazolin-4-one COCCOC=1C=C2C(NC(=NC2=CC1)C1=CC2=C(C=N1)C=CS2)=O